COC1=CC=C(C=C1)C=1C2=CC=CC=C2N=C2C=CC=CC12 9-(4-methoxyphenyl)acridine